3-octylundecyl 6-bromohexanoate BrCCCCCC(=O)OCCC(CCCCCCCC)CCCCCCCC